C(C)(=O)OC(C(=O)NC1=CC(=C(C=C1)B1OC(C(O1)(C)C)(C)C)C)C1=CC(=CC=C1)Cl 1-(3-chlorophenyl)-2-((3-methyl-4-(4,4,5,5-tetramethyl-1,3,2-dioxaborolan-2-yl) phenyl) amino)-2-oxoethyl acetate